C1(=CC=CC=C1)C1=CC=C(C=2C3=CC=CC=C3C3(C12)C1CC2CC(CC3C2)C1)N phenylspiro[adamantan-2,9'-fluorene]-4'-amine